ClC1=CC(=C2C(=N1)N(C(=N2)C)C[C@H]2OCCC2)N2[C@H](CN([C@@H](C2)C)C(C2CC(C2)(F)F)C2=CC=C(C=C2)Cl)C 5-Chloro-7-((2S,5R)-4-((4-chlorophenyl)(3,3-difluorocyclobutyl)methyl)-2,5-dimethylpiperazin-1-yl)-2-methyl-3-(((S)-tetrahydrofuran-2-yl)methyl)-3H-imidazo[4,5-b]pyridine